5-[bis(morpholin-4-yl)-1,3,5-triazin-2-yl]-4-(trifluoromethyl)pyridin-2-amine N1(CCOCC1)C1=NC(=NC(=N1)C=1C(=CC(=NC1)N)C(F)(F)F)N1CCOCC1